O=C1N(C[C@@H](C1)CCC)[C@@H](C(=O)N)CC (R)-2-((R)-2-oxo-4-propylpyrrolidin-1-yl)butanamide